(R)-2-(((3,3-dibutyl-7-methylsulfanyl-1,1-dioxo-5-phenyl-2,3,4,5-tetrahydrobenzo[b][1,4]thiazepin-8-yl)methyl)amino)-3-(1H-imidazol-4-yl)propionic acid C(CCC)C1(CN(C2=C(S(C1)(=O)=O)C=C(C(=C2)SC)CN[C@@H](C(=O)O)CC=2N=CNC2)C2=CC=CC=C2)CCCC